COC1=C2C=NNC2=C(C=C1C1CCN(CC1)C)C(=O)N 4-methoxy-5-(1-methylpiperidin-4-yl)-1H-indazole-7-carboxamide